2-(6-(((1R,5S,8s)-3-azabicyclo[3.2.1]octan-8-yl)(methyl)amino)pyridazin-3-yl)-5-(1H-pyrazol-4-yl)phenol [C@H]12CNC[C@H](CC1)C2N(C2=CC=C(N=N2)C2=C(C=C(C=C2)C=2C=NNC2)O)C